Cl.N[C@@H]1C(N(C2=C(OC1)C=CC(=C2)OC2CCC(CC2)O)C)=O (S)-3-amino-7-(((1S,4r)-4-hydroxycyclohexyl)oxy)-5-methyl-2,3-dihydrobenzo[b][1,4]oxazepin-4(5H)-one hydrochloride